O1C(=CC(C2=CC=CC=C12)=O)CO chromonemethanol